(3S)-3-[[(2S)-2-[[(2S,3S)-2-(9H-fluoren-9-ylmethoxycarbonylamino)-3-methylpentanoyl]-methylamino]-3-methylbutanoyl]-methylamino]-4-oxo-4-piperidin-1-ylbutanoic acid C1=CC=CC=2C3=CC=CC=C3C(C12)COC(=O)N[C@H](C(=O)N([C@H](C(=O)N([C@@H](CC(=O)O)C(N1CCCCC1)=O)C)C(C)C)C)[C@H](CC)C